5-[(tert-butoxy)carbonyl]-6-methyl-4H,5H,6H,7H-pyrazolo[1,5-a]pyrazine-3-carboxylic acid C(C)(C)(C)OC(=O)N1CC=2N(CC1C)N=CC2C(=O)O